isopropyl ((S)-(((2S,3S,4R,5R)-5-(4-amino-2-oxopyrimidin-1(2H)-yl)-2-fluoro-3,4-dihydroxy-4-methyltetrahydrofuran-2-yl)methoxy)(phenoxy)phosphoryl)-Z-alaninate NC1=NC(N(C=C1)[C@H]1[C@]([C@@H]([C@@](O1)(F)CO[P@](=O)(OC1=CC=CC=C1)N[C@@H](C)C(=O)OC(C)C)O)(C)O)=O